1-decyl-3-methyl-Imidazolium bis(trifluoromethanesulfonyl)imide [N-](S(=O)(=O)C(F)(F)F)S(=O)(=O)C(F)(F)F.C(CCCCCCCCC)N1C=[N+](C=C1)C